(S)-(2,7-Dimethyl-3-(1-methyl-3-(trifluoromethyl)-1H-pyrazol-5-yl)-2,4,5,7-tetrahydro-6H-pyrazolo[3,4-c]pyridin-6-yl)(1-methyl-1H-indazol-3-yl)methanone CN1N=C2[C@@H](N(CCC2=C1C1=CC(=NN1C)C(F)(F)F)C(=O)C1=NN(C2=CC=CC=C12)C)C